butyl N-[[1-[2-(3-chloro-4-methyl-phenyl)-5-[(2-oxooxazolidin-3-yl)methyl] pyrimidin-4-yl]pyrrolidin-3-yl]methyl]carbamate ClC=1C=C(C=CC1C)C1=NC=C(C(=N1)N1CC(CC1)CNC(OCCCC)=O)CN1C(OCC1)=O